FC1=CC=C2C(C3(CC3)COC2=C1)C=O 7-fluorospiro[chromane-3,1'-cyclopropane]-4-carbaldehyde